tert-butyl (2R,3S,4S)-4-[(tert-butoxycarbonyl)oxy]-2-[(4-methoxyphenyl)methyl]-3-{[2-(pyrazin-2-yl)acetyl]oxy}pyrrolidine-1-carboxylate C(C)(C)(C)OC(=O)O[C@@H]1[C@H]([C@H](N(C1)C(=O)OC(C)(C)C)CC1=CC=C(C=C1)OC)OC(CC1=NC=CN=C1)=O